6-[8-(1,3-benzothiazol-2-ylcarbamoyl)-3,4-dihydroisoquinolin-2(1H)-yl]-3-(1-benzyl-3-methyl-1H-pyrazol-4-yl)pyridine-2-carboxylic acid S1C(=NC2=C1C=CC=C2)NC(=O)C=2C=CC=C1CCN(CC21)C2=CC=C(C(=N2)C(=O)O)C=2C(=NN(C2)CC2=CC=CC=C2)C